ClC=1C=[N+](C=C(C1C[C@H](OC(C1=CC(=C(C=C1)SC)[N+](=O)[O-])=O)C1=CC(=C(C=C1)OC(F)F)OCC1CC1)Cl)[O-] (S)-3,5-dichloro-4-(2-(3-(cyclopropylmethoxy)-4-(difluoromethoxy)phenyl)-2-(4-(methylsulfanyl)-3-nitrobenzoyloxy)ethyl)pyridine 1-oxide